4-((2'S,3S,4'S,5'R)-1-(4-carbamoylbenzyl)-6-chloro-4'-(3-chloro-2-fluorophenyl)-2'-neopentyl-spiro[indoline-3,3'-pyrrolidine]-5'-carboxamido)-3-methoxybenzoic acid C(N)(=O)C1=CC=C(CN2C[C@@]3([C@@H](N[C@H]([C@@H]3C3=C(C(=CC=C3)Cl)F)C(=O)NC3=C(C=C(C(=O)O)C=C3)OC)CC(C)(C)C)C3=CC=C(C=C23)Cl)C=C1